C(C)(C)(C)N1N=CC(=N1)C(=O)OCC ethyl 2-(tert-butyl)-2H-1,2,3-triazole-4-carboxylate